FC=1C(=NC=CC1)CC#N 2-(3-fluoropyridin-2-yl)acetonitrile